5-bromo-N-methyl-pyrimidine-2-carboxamide BrC=1C=NC(=NC1)C(=O)NC